SC=1C(NC(N(C1)C1=CC=CC=C1)=O)=O Mercaptophenyl-1H-pyrimidin-2,4-dion